FC(C(F)F)(OC1=C(C=CC=C1)C1=NN2C(=NC=3C=CC=CC3C2=N1)N[C@H](C(=O)N)CC)F (2S)-2-({2-[2-(1,1,2,2-tetrafluoroethoxy)phenyl][1,2,4]triazolo[1,5-c]quinazolin-5-yl}amino)butanamide